((2S*,4S*)-2-ethyl-7-fluorochroman-4-yl)methanesulfonamide C(C)[C@@H]1OC2=CC(=CC=C2[C@H](C1)CS(=O)(=O)N)F |o1:2,10|